FC(C)(F)C1=CC(=C(C=O)C=C1)[N+](=O)[O-] 4-(1,1-difluoroethyl)-2-nitrobenzaldehyde